FC1(CCC(CC1)COC1=CC=C(C2=C1N(C=N2)C(=O)OCCCC)[N+](=O)[O-])F butyl 7-((4,4-difluorocyclohexyl) methoxy)-4-nitro-1H-benzo[d]imidazole-1-carboxylate